4-[(6S)-6-[benzyl-[(benzyloxy)carbonyl]amino]-4-fluoro-5,6,7,8-tetrahydroquinolin-2-yl]piperazine-1-carboxylic acid tert-butyl ester C(C)(C)(C)OC(=O)N1CCN(CC1)C1=NC=2CC[C@@H](CC2C(=C1)F)N(C(=O)OCC1=CC=CC=C1)CC1=CC=CC=C1